methyl 3-[bis(tert-butoxycarbonyl)amino]benzothiophene-2-carboxylate C(C)(C)(C)OC(=O)N(C1=C(SC2=C1C=CC=C2)C(=O)OC)C(=O)OC(C)(C)C